F[C@@H]1CN(CC1)CCC[C@@H](C)[C@H]1CC[C@H]2\C(\CCC[C@]12C)=C\C=C1C[C@H](C[C@@H](C1)O)O (1R,3R)-5-(2-((1R,3aS,7aR,E)-1-((R)-5-((S)-3-fluoropyrrolidin-1-yl)pentan-2-yl)-7a-methyl-octahydro-4H-inden-4-ylidene)ethylidene)cyclohexane-1,3-diol